2-amino-4-methyl-thiazole-5-carboxylic acid propyl ester C(CC)OC(=O)C1=C(N=C(S1)N)C